(R)-1-(6-azidopyridin-3-yl)-6-chloro-7-(2-(((3-chloropyridin-2-yl)oxy)methyl)pyrrolidin-1-yl)-4-oxo-1,4-dihydroquinoline-3-carboxylic acid N(=[N+]=[N-])C1=CC=C(C=N1)N1C=C(C(C2=CC(=C(C=C12)N1[C@H](CCC1)COC1=NC=CC=C1Cl)Cl)=O)C(=O)O